CN(C=1C=C2C(=CC=NC2=CC1)NC=1C=CC(=NC1)C(=O)NC1=CC=C(C=C1)OC1=CC(=NC=C1)C)C 5-((6-(dimethylamino)quinolin-4-yl)amino)-N-(4-((2-methylpyridin-4-yl)oxy)phenyl)picolinamide